O=C1NC(CCC1N1C(C2=CC=CC(=C2C1=O)NCCOCCOCCOCCOCCC(=O)OC(C)(C)C)=O)=O tert-butyl 1-((2-(2,6-dioxopiperidin-3-yl)-1,3-dioxoisoindolin-4-yl)amino)-3,6,9,12-tetraoxapentadecan-15-oate